C(C)(C)NS(=O)(=O)C1=CC(=CC=C1)B(O)O N-ISOPROPYL-3-BORONOBENZENESULFONAMIDE